C1(=CC=CC=C1)N1C(OC(=N1)C1=CC=CC=C1)(C(F)(F)F)C1=C(C=CC=C1)NS(=O)(=O)C1=CC=C(C=C1)C N-(2-(3,5-diphenyl-2-(trifluoromethyl)-2,3-dihydro-1,3,4-oxadiazol-2-yl)phenyl)-4-methylbenzenesulfonamide